C(C)OC(=O)C=1C(=NC(=NC1)N)OC1CCCC1.CC1=C(C=C)C(=CC(=C1C)C)C 2,3,4,6-tetramethyl-styrene ethyl-2-amino-4-(cyclopentyloxy)pyrimidine-5-carboxylate